N-methylmethanamine (R)-mandelate salt C([C@H](O)C1=CC=CC=C1)(=O)O.CNC